ethyl 3-[(4-{3-[(4-amino-1-methylpyrrol-2-yl)formamido]propanamido}-1-methylimidazol-2-yl)formamido]propanoate NC=1C=C(N(C1)C)C(=O)NCCC(=O)NC=1N=C(N(C1)C)C(=O)NCCC(=O)OCC